N1C(=NC2=C1C=CC=C2)[C@H]2N(CCC1=C2N=CN1)C(=O)C=1SC(=CN1)Cl (S)-(4-(1H-benzo[d]imidazol-2-yl)-6,7-dihydro-1H-imidazo[4,5-c]pyridin-5(4H)-yl)(5-chlorothiazol-2-yl)methanone